6-methyl-2-morpholinonicotinic acid CC1=NC(=C(C(=O)O)C=C1)N1CCOCC1